CCCCC(CCCCCC)=O undecan-5-one